COC=1C=C2C(=CC=NC2=CC1OC)OC1=CC(=CC=C1)OC 6,7-Dimethoxy-4-(3-methoxyphenoxy)quinoline